FC(OC1=NC=CC(=C1)C=1C=CC(=C(C1)O)C=1N=NC(=CC1)N(C)C1C[C@]2(CC[C@@](C1)(N2)C)C)F 5-(2-(difluoromethoxy)pyridin-4-yl)-2-(6-(((1R,3S,5S)-1,5-dimethyl-8-azabicyclo[3.2.1]octan-3-yl)(methyl)amino)pyridazin-3-yl)phenol